CN1C=2C=3C=CN=C(CCCCC(C(NC2C=N1)=O)C)C3 Methyl-9-methyl-3,4,7,15-tetraazatricyclo[12.3.1.02,6]Octadeca-1(18),2(6),4,14,16-pentaen-8-one